CC1(OB(OC1(C)C)C=1SC=CC1C#N)C 2-(4,4,5,5-tetramethyl-1,3,2-dioxaborolan-2-yl)thiophene-3-carbonitrile